3-bromo-4-(methyl-d3)-1,1'-biphenyl BrC=1C=C(C=CC1C([2H])([2H])[2H])C1=CC=CC=C1